C(C)(C)NC1=C(C=C(C=C1)NC1=CC=CC=C1)C N-isopropyl-N'-phenyl-2-methyl-1,4-phenylenediamine